C(C)OC(=O)C1=NOC(=C1CC)C1=CC=CC=C1.C(C)(C)(C)C1=CC(=CC(=C1OC)C)C 6-tert-butyl-2,4-dimethyl-anisole Ethyl-4-ethyl-5-phenylisoxazole-3-carboxylate